N1(CCNCCNCCNCC1)CC(=O)O 1,4,7,10-tetraazacyclododecane-1-acetic acid